1-(4-methylphenyl)propan-1-one CC1=CC=C(C=C1)C(CC)=O